7-bromo-6-{[(1s,4s)-4-[(3S)-3-hydroxypiperidin-1-yl]cyclohexyl]amino}-1,3-benzothiazole-2-carbonitrile BrC1=C(C=CC=2N=C(SC21)C#N)NC2CCC(CC2)N2C[C@H](CCC2)O